3-[N-CYCLOPROPYL-N-(4-METHOXYBENZYL)SULFAMOYL]PHENYLBORONIC ACID B(C1=CC(=CC=C1)S(=O)(=O)N(CC2=CC=C(C=C2)OC)C3CC3)(O)O